C1(=CC=CC=C1)S(=O)(=O)C=C1COC1 3-((phenylsulfonyl)methylene)oxetane